1-cyclopentyl-3,3-dimethyl-2,3-dihydro-1H-pyrrolo[3,2-b]pyridine C1(CCCC1)N1CC(C2=NC=CC=C21)(C)C